N,N-dimethyl-4-((4-(5-(7-(1-methyl-1H-pyrazol-4-yl)quinazolin-5-yl)pyridin-2-yl)piperazin-1-yl)methyl)aniline CN(C1=CC=C(C=C1)CN1CCN(CC1)C1=NC=C(C=C1)C1=C2C=NC=NC2=CC(=C1)C=1C=NN(C1)C)C